3-fluoro-4-(6-(2-methyl-2H-tetrazol-5-yl)pyridin-3-yl)aniline FC=1C=C(N)C=CC1C=1C=NC(=CC1)C=1N=NN(N1)C